O.ClC1=C(C(=O)N2COC3=C(C2)C=CC=C3C3=CC(=C(C(=O)O)C=C3)N3C2COCC3CC2)C(=CC(=C1)N1CC2(C1)CC(C2)OC)Cl 4-[3-[2,6-Dichloro-4-(6-methoxy-2-azaspiro[3.3]heptan-2-yl)benzoyl]-2,4-dihydro-1,3-benzoxazin-8-yl]-2-(3-oxa-8-azabicyclo[3.2.1]oct-8-yl)benzoic acid hydrate